(E)-2-(benzo[b]thiophen-3-ylmethylene)-1-(pyridin-3-yl)butane-1,3-dione S1C2=C(C(=C1)\C=C(\C(=O)C=1C=NC=CC1)/C(C)=O)C=CC=C2